NC=1C=C(C(=O)NCCN(CC)CC)C=C(C1)SC(C(F)(F)F)(F)F 3-amino-N-(2-(diethylamino)ethyl)-5-(pentafluoroethyl-thio)benzamide